2-(3-(diethoxyphosphoryl)phenyl)acetic acid C(C)OP(=O)(OCC)C=1C=C(C=CC1)CC(=O)O